FC1=C2C(=NC(N(C2=CC=C1)C([2H])([2H])[2H])=O)N1CCOCC2=C1C=CC=C2C#CC2(CN(CC2)C2COC2)C(F)(F)F 5-fluoro-4-[6-[2-[1-(oxetan-3-yl)-3-(trifluoromethyl)pyrrolidin-3-yl]ethynyl]-3,5-dihydro-2H-4,1-benzoxazepin-1-yl]-1-(trideuteriomethyl)quinazolin-2-one